1-((S)-7-(4-fluorobenzyl)-2-(methoxymethyl)-2,3-dihydro-1H-pyrido[2,3-b][1,4]oxazin-1-yl)-2-((2R,5R)-5-methyl-2-(((R)-3-methylmorpholino)methyl)piperazin-1-yl)ethan-1-one FC1=CC=C(CC2=CC3=C(OC[C@@H](N3C(CN3[C@H](CN[C@@H](C3)C)CN3[C@@H](COCC3)C)=O)COC)N=C2)C=C1